C1(=CC=C(C=C1)/C=C/C(=O)OC[C@H]1O[C@H]([C@@H]([C@H]([C@@H]1O)O)O)O[C@H]1COC(C1)=O)C ((2R,3S,4S,5R,6R)-3,4,5-trihydroxy-6-(((R)-5-oxotetrahydrofuran-3-yl)oxy)tetrahydro-2H-pyran-2-yl)methyl (E)-3-(p-tolyl)acrylate